4,4'-dibromomethylazobenzene BrCC1=CC=C(C=C1)N=NC1=CC=C(C=C1)CBr